6-diethylamino-7-((4-bromobenzyl)oxy)-4-trifluoromethyl-2H-1-benzopyran-2-one C(C)N(C=1C(=CC2=C(C(=CC(O2)=O)C(F)(F)F)C1)OCC1=CC=C(C=C1)Br)CC